3-(4-isopropylphenyl)-1-(N-methyl-pyrrol-2-yl)propan-1-one C(C)(C)C1=CC=C(C=C1)CCC(=O)C=1N(C=CC1)C